C(C)(C)(C)[C@]1(N(C[C@@H]([C@H]1OC(C)=O)OC(=O)OC(C)(C)C)C(=O)O)CC1=CC=C(C=C1)C=1C=CC2=C(N=CS2)C1.ClC1=CC=C(C=C1)C12CC(=C(N1)C(=C1C=CC(=N1)C=C1C=CC(N1)=CC=1C=CC(N1)=C2)C2=CC=C(C=C2)Cl)C2=CC=C(C=C2)Cl 1,3,5-tris(4-chlorophenyl)porphine tert-butyl-(2R,3S,4S)-3-(acetyloxy)-2-{[4-(1,3-benzothiazol-5-yl)phenyl]methyl}-4-[(tert-butoxycarbonyl)oxy]pyrrolidine-1-carboxylate